CC1=CC=C2CCN=C(C2=C1)C1=C(SC=C1)C 7-methyl-1-(2-methylthiophen-3-yl)-3,4-dihydroisoquinoline